NCC(CCS)S 4-Aminobutane-1,3-dithiol